C(C)(C)(C)OC(=O)N1C(C2(CC1)CC=CC2)OS(=O)(=O)C(F)(F)F (((trifluoromethyl)sulfonyl)oxy)-2-azaspiro[4.4]non-7-ene-2-carboxylic acid tert-butyl ester